(1R,3S,4R)-N-((R)-1-cyano-2-((S)-2-oxopiperidin-3-yl)ethyl)-5,5-difluoro-2-(4-methoxy-1H-indole-2-carbonyl)-2-azabicyclo[2.2.2]octane-3-carboxamide C(#N)[C@@H](C[C@H]1C(NCCC1)=O)NC(=O)[C@H]1N([C@H]2CC([C@@H]1CC2)(F)F)C(=O)C=2NC1=CC=CC(=C1C2)OC